N-[[4-[2-(2-amino-3-pyridyl)-5-phenyl-imidazo[4,5-b]pyridin-3-yl]phenyl]methyl]-2-bromo-thiazole-5-carboxamide NC1=NC=CC=C1C1=NC=2C(=NC(=CC2)C2=CC=CC=C2)N1C1=CC=C(C=C1)CNC(=O)C1=CN=C(S1)Br